2-[2-chloro-4-(trifluoromethyl)phenyl]-5-(1H-pyrrolo[2,3-b]pyridin-4-yl)-1-{[2-(trimethylsilyl)ethoxy]methyl}-1H-pyrrole-3-carboxylic acid ClC1=C(C=CC(=C1)C(F)(F)F)C=1N(C(=CC1C(=O)O)C1=C2C(=NC=C1)NC=C2)COCC[Si](C)(C)C